(S)-tert-butyl 10-methyl-8-nitro-1,2,4a,5-tetrahydrobenzo[b]pyrazino[1,2-d][1,4]oxazine-3(4H)-carboxylate CC1=CC(=CC=2OC[C@H]3N(C21)CCN(C3)C(=O)OC(C)(C)C)[N+](=O)[O-]